(3,5-difluoro(4-pyridyl))-N-[5-(2,2-difluoro-6-methylbenzo[d]1,3-dioxolan-5-yl)(1,3-thiazol-2-yl)]carboxamide FC=1C=NC=C(C1C(=O)NC=1SC(=CN1)C1=CC2=C(OC(O2)(F)F)C=C1C)F